ClC1=C(CNC(=O)[C@@]2(C=3C=CC=NC3[C@@H](CC2)O)F)C=CC(=C1)F (5R,8R)-N-(2-chloro-4-fluorobenzyl)-5-fluoro-8-hydroxy-5,6,7,8-tetra-hydroquinoline-5-carboxamide